2-((2-(diethylamino)ethyl)amino)naphthalene-1,4-dione HCl Cl.C(C)N(CCNC=1C(C2=CC=CC=C2C(C1)=O)=O)CC